C1(=CC=CC=C1)C1=CC(=NC(=N1)NC1=CC(=NC=C1)C(F)(F)F)C1CCN(C=C1)C(=O)OC(C)(C)C tert-butyl 4-(6-phenyl-2-((2-(trifluoromethyl)pyridin-4-yl)amino)pyrimidin-4-yl)-dihydropyridine-1(2H)-carboxylate